C(C)(=O)C=1N=NC=CC1NC(C(C)(C)C)=O N-(3-acetylpyridazin-4-yl)-2,2-dimethylpropanamide